C(C)(C)(C)OC(=O)N1CCC(CC1)C1=CC=C(C=C1)N1C(N(CC1)C=1C(=NC(=CC1)OCC1=CC=CC=C1)OCC1=CC=CC=C1)=O 4-(4-(3-(2,6-bis(benzyloxy)pyridin-3-yl)-2-oxoimidazolidin-1-yl)phenyl)piperidine-1-carboxylic acid tert-butyl ester